N-(5-((6-(3-(3',5'-difluoro-[1,1'-biphenyl]-3-yl)-isoxazolidin-2-yl)-pyrimidin-4-yl)-amino)-4-methoxy-2-(4-methylpiperazin-1-yl)phenyl)-acrylamide FC=1C=C(C=C(C1)F)C1=CC(=CC=C1)C1N(OCC1)C1=CC(=NC=N1)NC=1C(=CC(=C(C1)NC(C=C)=O)N1CCN(CC1)C)OC